(1S,4S)-5-(6-Chloro-pyridazin-3-yl)-2-oxa-5-aza-bicyclo[2.2.1]heptane ClC1=CC=C(N=N1)N1[C@@H]2CO[C@H](C1)C2